1-methyl-3-({[(3S)-1-(1-methyl-2-oxo-1,2-dihydropyridin-4-yl)piperidin-3-yl][(2-methylpyridin-4-yl)methyl]amino}methyl)-1,4-dihydroquinolin-4-one CN1C=C(C(C2=CC=CC=C12)=O)CN(CC1=CC(=NC=C1)C)[C@@H]1CN(CCC1)C1=CC(N(C=C1)C)=O